2-cyano-3-methyl-3-(p-methoxyphenyl)acrylic acid methyl ester COC(C(=C(C1=CC=C(C=C1)OC)C)C#N)=O